6-methoxy-3-((8-methoxy-2-(6-methoxypyridin-3-yl)-2,3-dihydrobenzo[b][1,4]dioxin-6-yl)methyl)-3H-imidazo[4,5-b]pyridine COC=1C=C2C(=NC1)N(C=N2)CC2=CC1=C(OC(CO1)C=1C=NC(=CC1)OC)C(=C2)OC